2-azido-1,3-dimethyl-4,5-dihydro-1H-imidazol-3-ium hexafluorophosphate F[P-](F)(F)(F)(F)F.N(=[N+]=[N-])C=1N(CC[N+]1C)C